((methylsulfonyl)amino)-2-(((cis-4-phenylcyclohexyl)oxy)methyl)piperidine-1-carboxylate CS(=O)(=O)NC1(N(CCCC1)C(=O)[O-])CO[C@@H]1CC[C@@H](CC1)C1=CC=CC=C1